BrC1=NN(C(=C1)C=O)CC(OCC)OCC 3-bromo-1-(2,2-diethoxyethyl)-1H-pyrazole-5-carbaldehyde